COC=1C=C2CNC(C2=CC1OC)=O 5,6-dimethoxyisoindolin-1-one